6-chloro-7-fluoro-1-(3-methoxyphenyl)-1,2-dihydro-3H-pyrazolo[4,3-c]pyridin-3-one ClC1=C(C2=C(C=N1)C(NN2C2=CC(=CC=C2)OC)=O)F